2-(4-chlorophenyl)-1-(6-((6-methylpyridin-2-yl)methyl)-2,6-diazaspiro[3.3]heptan-2-yl)ethanone ClC1=CC=C(C=C1)CC(=O)N1CC2(C1)CN(C2)CC2=NC(=CC=C2)C